C(C)N1[C@@H](CC1)COC=1C(=CC(=NC1)C)C1=CC=2N(C=C1)N=C(C2)NC(=O)C2CC2 N-[5-[5-[[(2S)-1-ethylazetidin-2-yl]methoxy]-2-methyl-4-pyridyl]pyrazolo[1,5-a]pyridin-2-yl]cyclopropanecarboxamide